4-(piperidin-3-yl)-1,4-thiazepane N1CC(CCC1)N1CCSCCC1